3-vinyl-7-oxabicyclo[4.1.0]heptane C(=C)C1CC2OC2CC1